NC=1C2=C(N=CN1)N(C(=C2C=2C=NC(=CC2)OC2CC2)C2=CCC1(CCN(CC1)C(C=C)=O)CC2)C 1-(9-(4-amino-5-(6-cyclopropoxypyridin-3-yl)-7-methyl-7H-pyrrolo[2,3-d]pyrimidin-6-yl)-3-azaspiro[5.5]-undec-8-en-3-yl)prop-2-en-1-one